4-chloro-N-methyl-benzamide ClC1=CC=C(C(=O)NC)C=C1